FC=1C=CC(=NC1)C1=CC=C2C(=NN=C(C2=C1)NCC=1N=NC(=CC1)C)CC1CCOCC1 7-(5-fluoropyridin-2-yl)-N-((6-methylpyridazin-3-yl)methyl)-4-((tetrahydro-2H-pyran-4-yl)methyl)phthalazin-1-amine